C1(=CC=CC=C1)SCCO 2-(phenylthio)ethanol